CN1[C@H](CN(C[C@@H]1C)[C@H]1CNCC1)C (2S,6S)-1,2,6-Trimethyl-4-((R)-pyrrolidin-3-yl)piperazine